FC(OC1=CC(=NN1)NC1=CN=C2C(=N1)N(C(=N2)C)CC2CCOCC2)F N-(5-(difluoromethoxy)-1H-pyrazol-3-yl)-2-methyl-1-((tetrahydro-2H-pyran-4-yl)methyl)-1H-imidazo[4,5-b]pyrazin-6-amine